C(C)(C)(C)N(C(=O)OC[C@@]1(CN(CCC1(F)F)CCF)C)C=1SC=C(N1)C1=NC(=C(C=C1)Cl)C(=O)N1CCN(CC1)CC1=CC=C(C=C1)Cl (S)-(4,4-difluoro-1-(2-fluoroethyl)-3-methylpiperidin-3-yl)methanol tert-butyl-(4-(5-chloro-6-(4-(4-chlorobenzyl)piperazine-1-carbonyl)pyridin-2-yl)-thiazol-2-yl)carbamate